3β-{[(2-methylpropan-2-yl)diphenylsilyl]oxy}cholan-6(5)-ene CC(C)(C)[Si](O[C@@H]1CC2=CC[C@H]3[C@@H]4CC[C@H]([C@@H](CCC)C)[C@]4(CC[C@@H]3[C@]2(CC1)C)C)(C1=CC=CC=C1)C1=CC=CC=C1